FC1=C(C=C(C=2C(N3[C@@H](COC21)C[C@@H](C3)OC3=NC=C2CCC(NC2=C3)=O)=O)OC(C)C)C (2S,11aR)-9-fluoro-6-isopropoxy-8-methyl-2-((2-oxo-1,2,3,4-tetrahydro-1,6-naphthyridin-7-yl)oxy)-2,3,11,11a-tetrahydro-1H,5H-benzo[f]pyrrolo[2,1-c][1,4]oxazepin-5-one